FC1=C(C=C(C=C1)OC(F)(F)F)NC(OC1=CC=C(C=C1)[N+](=O)[O-])=O 4-nitrophenyl (2-fluoro-5-(trifluoromethoxy)phenyl)carbamate